C(C)(=O)OCCN(CCOC(C)=O)CCOC(C)=O tri(2-acetoxy-ethyl)amine